O=C1NC(CCC1N1CC2=CC=C(C=C2C1=O)NCC(=O)NC1CCOCC1)=O 2-[[2-(2,6-dioxo-3-piperidyl)-3-oxo-isoindolin-5-yl]amino]-N-tetrahydropyran-4-yl-acetamide